5-(bromomethyl)-2-(2,6-Dioxopiperidin-3-yl)isoindoline-1,3-dione BrCC=1C=C2C(N(C(C2=CC1)=O)C1C(NC(CC1)=O)=O)=O